8-chloro-1-(3,3-difluorocyclobutyl)-N-(prop-2-yl)-5,6-dihydro-4H-[1,2,4]triazolo[4,3-a][1]benzazepin-5-amine ClC=1C=CC2=C(CC(CC=3N2C(=NN3)C3CC(C3)(F)F)NC(C)C)C1